C[Si](C)(C)C[C-]1C=CC=C1 trimethylsilylmethyl-cyclopentadienide